(S)-1-(5-chloro-3-fluoro-pyridin-2-yl)-4-(3,4-difluorobenzyl)-3-(oxetan-3-yl)piperazine-2,5-dione ClC=1C=C(C(=NC1)N1C([C@@H](N(C(C1)=O)CC1=CC(=C(C=C1)F)F)C1COC1)=O)F